4-bromo-1-(methylsulfonyl)-1H-indole BrC1=C2C=CN(C2=CC=C1)S(=O)(=O)C